1,2-di-phytyl-sn-glycero-3-phosphoethanolamine C(\C=C(/C)\CCC[C@H](C)CCC[C@H](C)CCCC(C)C)OC[C@@H](OC\C=C(/C)\CCC[C@H](C)CCC[C@H](C)CCCC(C)C)COP(=O)(O)OCCN